[(diphenyl-d10)triazinyl][(dimethylfluorenyl)dibenzothiopheneyl]benzene C1(C(C(C(C(C1[2H])([2H])[2H])([2H])[2H])([2H])[2H])([2H])[2H])([2H])C1=C(C(=NN=N1)C1=C(C=CC=C1)C1=C(C=CC=2SC3=C(C21)C=CC=C3)C3=C(C(=CC=2C1=CC=CC=C1CC32)C)C)C3(C(C(C(C(C3[2H])([2H])[2H])([2H])[2H])([2H])[2H])([2H])[2H])[2H]